C(C)(CC)C=1C(=C(C=C(C1)C(C)(C)C)N1N=C2C(=N1)C=CC=C2)O 2-(3'-sec.butyl-5'-tert.butyl-2'-hydroxyphenyl)-benzotriazole